O1N=C(C=C1)NC(C[N+]1(CCCCCC1)CC(=O)NC1=C(SC=C1C)C(=O)N1CCCC1)=O 1-(2-(isoxazol-3-ylamino)-2-oxoethyl)-1-(2-((4-methyl-2-(pyrrolidine-1-carbonyl)thiophen-3-yl)amino)-2-oxoethyl)azepan-1-ium